C1(C(=C(C2=CC=C3C(=C12)C=CC=C3)O)O)O BenzindeneTriol